S(C)(=O)(=O)O.OC1CC(NC1)C(=O)N[C@@H](C)C1=CC=C(C=C1)C1=C(N=CS1)C 4-hydroxy-N-((S)-1-(4-(4-methylthiazol-5-yl)phenyl)ethyl)pyrrolidine-2-carboxamide mesylate